(S)-4-(5-(N-((1-(1-(hydroxyamino)-3-(4-hydroxyphenyl)-1-oxopropan-2-yl)-1H-1,2,3-triazol-4-yl)methyl)sulfamoyl)thiophen-2-yl)-N-methylbenzamide ONC([C@H](CC1=CC=C(C=C1)O)N1N=NC(=C1)CNS(=O)(=O)C1=CC=C(S1)C1=CC=C(C(=O)NC)C=C1)=O